[1-[[1-(2,6-dioxo-3-piperidyl)-3-methyl-2-oxo-benzoimidazol-4-yl]methyl]-4-piperidyl]-N-methyl-carbamic acid tert-butyl ester C(C)(C)(C)OC(N(C)C1CCN(CC1)CC1=CC=CC=2N(C(N(C21)C)=O)C2C(NC(CC2)=O)=O)=O